C1(CC1)COC1=C(C=NO)C=C(C(=C1)O)CN(C)C 2-(cyclopropylmethoxy)-5-((dimethylamino)methyl)-4-hydroxybenzaldehyde oxime